ethyl 2,6-dimethyl-7-oxo-4-[2-(3-pyridyl)ethynyl]-1H-pyrrolo[2,3-c]pyridine-3-carboxylate CC1=C(C2=C(C(N(C=C2C#CC=2C=NC=CC2)C)=O)N1)C(=O)OCC